5-(1-(2,2-difluoroethyl)-2-methyl-1H-imidazo[4,5-b]pyridin-6-yl)-N-(trans-3-(2-methoxyethoxy)cyclobutyl)pyrrolo[2,1-f][1,2,4]triazin-2-amine FC(CN1C(=NC2=NC=C(C=C21)C=2C=CN1N=C(N=CC12)N[C@@H]1C[C@H](C1)OCCOC)C)F